FC1=CC=C(C(=N1)C)OC1=C(C(=O)NC2=CC(=CC=C2)[S@@](=O)N(C(CN)=O)C)C(=C(C=N1)C(F)(F)F)C (R)-2-((6-fluoro-2-methylpyridin-3-yl)oxy)-N-(3-(N-glycyl-S-methylaminosulfinyl)phenyl)-4-methyl-5-(trifluoromethyl)nicotinamide